C(C)(C)(C)OC(=O)N1CCC(CC1)N1C=CC=C1 4-(1H-pyrrol-1-yl)piperidine-1-carboxylic acid tert-butyl ester